(3R)-3-methyl-4-(7-(4-methyltetrahydrofuran-3-yl)-2-(1H-pyrazol-3-yl)-6,7,8,9-tetrahydro-2H-1,2,3,7-tetraazabenzo[cd]azulene-4-yl)morpholine C[C@H]1N(CCOC1)C=1C=C2C3=C(N(N=C3CCN(C2)C2COCC2C)C2=NNC=C2)N1